(R)-2-(3-(hydroxymethyl)-4-(pyrimidin-2-yl)piperazin-1-yl)pyrimidine-5-carbaldehyde OC[C@H]1CN(CCN1C1=NC=CC=N1)C1=NC=C(C=N1)C=O